4,4,4-trifluoro-1-(4-fluoro-4-(2-(trifluoromethyl)pyridin-4-yl)piperidin-1-yl)butan-1-one FC(CCC(=O)N1CCC(CC1)(C1=CC(=NC=C1)C(F)(F)F)F)(F)F